FC=1C=C(C=CC1F)[C@@H]1[C@H](CN[C@@H](C1)CCCO)C=1C(=NN2CCOC3=C(C21)CCCS3)C(=O)N ((3S,4S,6R)-4-(3,4-difluorophenyl)-6-(3-hydroxypropyl)piperidin-3-yl)-5,6-dihydropyrazolo[1,5-d]thiano[3,2-f][1,4]oxazepine-2-carboxamide